14,14-dipentyloxy-(5E)-1,5-tetradecadiene-3-yne C(CCCC)OC(CCCCCCC/C=C/C#CC=C)OCCCCC